C(C)NC=1C=C(C=C2C3=C(NC12)N=CC(=C3N3N=C(C=C3)C(F)(F)F)C=3C=NC1=CC=CN=C1C3)F N-Ethyl-6-fluoro-3-(1,5-naphthyridin-3-yl)-4-[3-(trifluoromethyl)pyrazol-1-yl]-9H-pyrido[2,3-b]indol-8-amine